ethyl 2-[(2S)-2-(tert-butoxycarbonylamino) propoxy]-5-chloro-pyridine-4-carboxylate C(C)(C)(C)OC(=O)N[C@H](COC1=NC=C(C(=C1)C(=O)OCC)Cl)C